BrC1=C2CCCC2=C(C=C1)[N+](=O)[O-] 4-bromo-7-nitro-2,3-dihydro-1H-indene